6-(1-(6-bromo-1H-imidazo[4,5-b]pyrazin-1-yl)ethyl)-5,7-difluoroquinoline BrC1=CN=C2C(=N1)N(C=N2)C(C)C=2C(=C1C=CC=NC1=CC2F)F